3-(3-(benzylamino)-6-bromo-2-phenylimidazo[1,2-a]pyridin-5-yl)phenol C(C1=CC=CC=C1)NC1=C(N=C2N1C(=C(C=C2)Br)C=2C=C(C=CC2)O)C2=CC=CC=C2